ethyl 2-((2R,4R)-4-(3-(3-bromo-2-methylphenoxy)propyl)-2-methylpiperidin-1-yl)acetate BrC=1C(=C(OCCC[C@H]2C[C@H](N(CC2)CC(=O)OCC)C)C=CC1)C